O=C1N(CC2=CC(=CC=C12)C1=CC(=CC=2N1C=NC2)CN[C@H](C)C2=CC=CC=C2)C2C(NC(CC2)=O)=O |o1:21| 3-(1-oxo-5-(7-((((R*)-1-phenylethyl)amino)methyl)imidazo[1,5-a]pyridin-5-yl)isoindolin-2-yl)piperidine-2,6-dione